C(C1=CC=CC=C1)OC1=NC(=NC(=C1)C)C(CO)(C)O 2-(4-(Benzyloxy)-6-methylpyrimidin-2-yl)propane-1,2-diol